O=C1NC(CCC1C1=NN(C2=C(C(=CC=C12)N1CCN(CC1)CC1CCN(CC1)C(=O)OC(C)(C)C)F)C)=O tert-butyl 4-((4-(3-(2,6-dioxopiperidin-3-yl)-7-fluoro-1-methyl-1H-indazol-6-yl)piperazin-1-yl)methyl)piperidine-1-carboxylate